C(CCCCCCC)[N-]CC=1C(O)=CC=CC1 n-octylsalic-ylamide